naphthalene ammonium salt [NH4+].C1=CC=CC2=CC=CC=C12